ONC(C(CCN1C(C=C(C=C1)C1=CC=C(C=C1)C=1N=NN(C1)CC1=CC=NC=C1)=O)(S(=O)(=O)C)C)=O N-hydroxy-2-methyl-2-(methylsulfonyl)-4-(2-oxo-4-(4-(1-(pyridin-4-ylmethyl)-1H-1,2,3-triazol-4-yl)phenyl)pyridin-1(2H)-yl)butanamide